3-(2-(methylthio)propionyl)thiazolidine-4-carboxylic acid CSC(C(=O)N1CSCC1C(=O)O)C